2-methyl-5-({[4-(methylsulfonyl)benzyl]amino} carbonyl)-6-oxo-1-[3-(trifluoromethyl) phenyl]-1,6-dihydropyridin-3-yl acetate C(C)(=O)OC1=C(N(C(C(=C1)C(=O)NCC1=CC=C(C=C1)S(=O)(=O)C)=O)C1=CC(=CC=C1)C(F)(F)F)C